(S)-N-((S)-3-((4-(dimethylamino)phenyl)sulfonamido)-2-methylpropyl)-3-(2-methoxyphenyl)piperidine-1-sulfonamide CN(C1=CC=C(C=C1)S(=O)(=O)NC[C@@H](CNS(=O)(=O)N1C[C@@H](CCC1)C1=C(C=CC=C1)OC)C)C